(4-((dimethylamino)methyl)piperidin-1-yl)-4-ethoxy-N-(8-fluoro-2-methylimidazo[1,2-a]pyridin-6-yl)pyrimidine-5-carboxamide formate salt C(=O)O.CN(C)CC1CCN(CC1)C1=NC=C(C(=N1)OCC)C(=O)NC=1C=C(C=2N(C1)C=C(N2)C)F